F[C@@H]1[C@H](C1)C1=NC(=NO1)C=1C=CC(=C(C1)NC(=O)C1=CN=C2N1C=CC(=C2)CCCC(C)(C)O)C N-[5-[5-[(1R,2S)-2-fluorocyclopropyl]-1,2,4-oxadiazol-3-yl]-2-methyl-phenyl]-7-(4-hydroxy-4-methyl-pentyl)imidazo[1,2-a]pyridine-3-carboxamide